N-(1-(methylsulfonyl)piperidin-4-yl)-8-phenyl-7-(1H-pyrazol-4-yl)-[1,2,4]triazolo[1,5-a]pyridin-2-amine CS(=O)(=O)N1CCC(CC1)NC1=NN2C(C(=C(C=C2)C=2C=NNC2)C2=CC=CC=C2)=N1